C(C)(C)(C)C1=C(C=CC=C1)/C=C/C(=O)OCC (E)-ethyl 3-(2-(tert-butyl)phenyl)acrylate